C(C)OC(=O)C1=C(N=C(S1)NC1=NC(=CC(=N1)N1CCOCC1)N1CCC(CC1)(O)C1=NN=NN1)C 2-[[4-[4-morpholinyl]-6-[4-[tetrazol-5-yl]-4-hydroxypiperidin-1-yl]-2-pyrimidinyl]amino]-4-methyl-5-thiazolecarboxylic acid ethyl ester